(S)-2-(4-(6-((4-cyano-2-fluorobenzyl)oxy)pyridin-2-yl)-2,5-difluorobenzyl)-4-fluoro-1-(2-methoxypropyl)-1H-benzo[d]imidazole-6-carboxylic acid C(#N)C1=CC(=C(COC2=CC=CC(=N2)C2=CC(=C(CC3=NC4=C(N3C[C@H](C)OC)C=C(C=C4F)C(=O)O)C=C2F)F)C=C1)F